(R)-lactoyl-CoA C([C@H](O)C)(=O)SCCNC(CCNC([C@@H](C(COP(OP(OC[C@@H]1[C@H]([C@H]([C@@H](O1)N1C=NC=2C(N)=NC=NC12)O)OP(=O)(O)O)(=O)O)(=O)O)(C)C)O)=O)=O